ClC=1C=C(C=CC1Cl)CCN([C@@H]1[C@@H](CCCC1)N1CCCC1)C (1S,2R)-N-[2-(3,4-Dichlorophenyl)ethyl]-N-methyl-2-(1-pyrrolidinyl)cyclohexanamine